6-(4-chlorophenyl)-2-(1-methyl-1H-pyrazol-4-yl)-3-oxo-2,3-dihydropyridazine-4-carbohydrazide ClC1=CC=C(C=C1)C=1C=C(C(N(N1)C=1C=NN(C1)C)=O)C(=O)NN